7-bromo-6-fluoro-1-(4-trifluoromethylphenyl)-2-methylquinolin-4(1H)-one BrC1=C(C=C2C(C=C(N(C2=C1)C1=CC=C(C=C1)C(F)(F)F)C)=O)F